C(#N)C1=C(C(=NN1)C)C1=CC=C(C=C1)NC([C@H](C1CCCCC1)NC(=O)C1=CC=NN1C(C=C)C=C)=O (S)-N-(2-((4-(5-cyano-3-methyl-1H-pyrazol-4-yl)phenyl)amino)-1-cyclohexyl-2-oxoethyl)-1-(penta-1,4-dien-3-yl)-1H-pyrazole-5-carboxamide